C(#CCCCCCCCC)I decynyl iodide